BrC1=CC=C2C=CC(=NC2=C1)NC(C1=CC=CC=C1)(C1=CC=CC=C1)C1=CC=CC=C1 7-bromo-N-tritylquinolin-2-amine